NC1=C(N=C2N1C=CC=C2C2=C(C=CC(=C2)C)OC)C(=O)NCCC 3-Amino-8-(2-methoxy-5-methylphenyl)-N-propylimidazo[1,2-a]pyridine-2-carboxamide